4-Methylsulfonylthiotetrahydrothiophene-1,1-Dioxide CS(=O)(=O)SC1CCS(C1)(=O)=O